6-(4'-((Benzylamino)Methyl)-2,3,5,6-Tetrafluoro-[1,1'-Biphenyl]-4-yl)-2-Methyl-1H-benzo[d]Imidazol C(C1=CC=CC=C1)NCC1=CC=C(C=C1)C1=C(C(=C(C(=C1F)F)C=1C=CC2=C(NC(=N2)C)C1)F)F